3-(propan-2-yl)-3,7-dihydro-2H-[1,4]oxazino[2,3,4-ij]quinolin-7-one CC(C)C1COC=2C=CC=C3C(C=CN1C23)=O